N-(1-carboxyethyl)-L-alanine C(=O)(O)C(C)N[C@@H](C)C(=O)O